C(CCCCCCCCCCCCCCCCCCCCC)C(=O)CCCCCCCCCCCCCCCCCCCCCC behenyl ketone